BrC=1C=C(COC2=CC(=NC3=CC=CC=C23)C(=O)OC)C=CC1 Methyl 4-((3-bromobenzyl)oxy)quinoline-2-carboxylate